5-(4-fluorobenzyl)cyclopentanol tert-butyl-4-((1,3-dioxolan-2-yl)methyl)piperidine-1-carboxylate C(C)(C)(C)C1N(CCC(C1)CC1OCCO1)C(=O)OC1CCCC1CC1=CC=C(C=C1)F